(2-(2,6-dioxopiperidin-3-yl)-1-oxoisoindolin-5-yl)-2,3-dihydro-1H-pyrrolo[2,3-b]pyridine-1-carboxamide O=C1NC(CCC1N1C(C2=CC=C(C=C2C1)C1CC=2C(=NC=CC2)N1C(=O)N)=O)=O